C(C)(C)(C)C1=C(C(=C(C=C1)C(C)C)C(C)C)C(C)(C)C di-tert-butyl-di-isopropylbenzene